C(#N)C1(CCN(CC1)C1=C(C=NC2=C(C(=C(C=C12)F)F)F)C(=O)N1CCN(CC1)C(=O)NCC)C 4-(4-(4-cyano-4-methylpiperidin-1-yl)-6,7,8-trifluoroquinoline-3-carbonyl)-N-ethylpiperazine-1-carboxamide